N-(4-(4-amino-7-methyl-5-(4-(3-methylazetidine-1-carbonyl)phenyl)-7H-pyrrolo[2,3-d]pyrimidin-6-yl)phenyl)methacrylamide NC=1C2=C(N=CN1)N(C(=C2C2=CC=C(C=C2)C(=O)N2CC(C2)C)C2=CC=C(C=C2)NC(C(=C)C)=O)C